Thymyl difluoroacetate FC(C(=O)OC1=CC(C)=CC=C1C(C)C)F